dodecyl-dibutyl-phosphonium C(CCCCCCCCCCC)[PH+](CCCC)CCCC